4-methoxy-N-(3-tert-butyldimethylsilyloxy-1-propynylmethylene)aniline COC1=CC=C(N=CC#CCO[Si](C)(C)C(C)(C)C)C=C1